2-(2,4,5,7-tetrabromo-3-hydroxy-6-oxothioxanth-9-yl)benzoic acid BrC1=CC=2C(=C3C=C(C(C(=C3SC2C(=C1O)Br)Br)=O)Br)C1=C(C(=O)O)C=CC=C1